FC=1C=C2C(=CNC2=CC1)CC1CCN(CC1)CCOC1=C(C=C(C=C1)F)C=1SC=CC1 5-fluoro-3-((1-(2-(4-fluoro-2-(thiophen-2-yl)phenoxy)ethyl)piperidin-4-yl)methyl)-1H-indole